C(C)(C)(C)C1=C(N=C(S1)NC(=O)C1(CC(C1)NC#N)F)Cl (1r,3s)-N-(5-tert-butyl-4-chloro-1,3-thiazol-2-yl)-3-(cyanoamino)-1-fluorocyclobutane-1-carboxamide